ethyl 2-((2S,3R)-3-((tert-butyldimethylsilyl) oxy)-3-(4-(difluoromethyl)-3-methoxyphenyl) propyl)-6-methoxybenzo[d]thiazole-4-carboxylate [Si](C)(C)(C(C)(C)C)O[C@H](CCC=1SC=2C(N1)=C(C=C(C2)OC)C(=O)OCC)C2=CC(=C(C=C2)C(F)F)OC